N-(3,3-difluoropropyl)-N-methyl-3-(2-methyl-1-oxo-1,2-dihydro-6-isoquinolinyl)-6-quinoxalinecarboxamide FC(CCN(C(=O)C=1C=C2N=C(C=NC2=CC1)C=1C=C2C=CN(C(C2=CC1)=O)C)C)F